N-((3R,4S)-4-((8-((cyclopropylmeth-yl)amino)-6-(2-fluoro-3-methoxyphenyl)pyrido[3,4-d]pyrimidin-2-yl)amino)tetrahydrofuran-3-yl)acrylamide C1(CC1)CNC1=NC(=CC2=C1N=C(N=C2)N[C@H]2[C@H](COC2)NC(C=C)=O)C2=C(C(=CC=C2)OC)F